C(C)(C)(C)N=[Nb](OC(C)CC)C1C=CC=C1 t-butyliminocyclopentadienyl-sec-butyloxyniobium